FC(C1=NN(C2=CN=CC=C21)C2=NC=C(C=N2)C(=O)N[C@@H]2CC[C@H](CC2)C(C)(C)O)F (3-(difluoromethyl)-1H-pyrazolo[3,4-c]pyridin-1-yl)-N-(trans-4-(2-hydroxypropan-2-yl)cyclohexyl)pyrimidine-5-carboxamide